1,1,2,2,3,3,4,4,4-nonafluoro-N-((perfluorobutyl)sulfonyl)butane-1-sulfonamide, potassium salt [K].FC(C(C(C(F)(F)F)(F)F)(F)F)(S(=O)(=O)NS(=O)(=O)C(C(C(C(F)(F)F)(F)F)(F)F)(F)F)F